N-((6-methyl-5-((2-(2,2,2-trifluoroacetyl)-2-azaspiro[3.3]heptan-6-yl)oxy)pyridin-2-yl)methyl)acetamide CC1=C(C=CC(=N1)CNC(C)=O)OC1CC2(CN(C2)C(C(F)(F)F)=O)C1